ClC=1CN(SC1Cl)CCCCCCCC 4,5-dichloro-2-octyl-4-isothiazolin